(1-(2,2,2-trifluoroethyl)-1H-pyrazol-5-yl)methanol FC(CN1N=CC=C1CO)(F)F